1-[(tert-butoxy)carbonyl]amino-3,3-diethylcyclobutane-1-carboxylic acid C(C)(C)(C)OC(=O)NC1(CC(C1)(CC)CC)C(=O)O